C(C1CO1)OC1=C(C2=CC=CC=C2C=C1)C#N 2-(glycidyloxy)-1-naphthonitrile